ClC1=CC(=C(COC2=CC=CC(=N2)C2=CC(=C(CC3=NC4=C(N3C)C=C(C=C4OC(F)F)C(=O)O)C=C2)F)C=C1)F 2-(4-(6-((4-Chloro-2-fluorobenzyl)oxy)pyridin-2-yl)-2-fluorobenzyl)-4-(difluoromethoxy)-1-methyl-1H-benzo[d]imidazole-6-carboxylic acid